C(C)C=1N=C(NC1)C1=C(C(=CC=C1)OC)O 4(s)-ethyl-2-(2-hydroxy-3-methoxyphenyl)-imidazole